ClC1=CC=C(CN2C(C3=C(C=C(C=C3C2)C2=NC(=NO2)CN2CC(NCC2)C)C)=O)C=C1 2-(4-chloro-benzyl)-7-methyl-5-[3-(3-methyl-piperazin-1-ylmethyl)-[1,2,4]oxadiazol-5-yl]-2,3-dihydro-isoindol-1-one